C(C)(C)(C)OC(=O)NCC1(CCCCC1)N1C(=CC2=C1N=C(N=C2)Cl)C(=O)O 7-[1-[(tert-Butoxycarbonylamino)methyl]cyclohexyl]-2-chloro-pyrrolo[2,3-d]pyrimidine-6-carboxylic acid